icosyl 2,5-dihydroxybenzoate OC1=C(C(=O)OCCCCCCCCCCCCCCCCCCCC)C=C(C=C1)O